4-methyl-2-[(6-methylpyridin-3-yl) methyl]-8-(trifluoromethyl)-4,5-dihydro-2H-furo[2,3-g]indazole-7-carboxylate CC1C2=CN(N=C2C2=C(C1)OC(=C2C(F)(F)F)C(=O)[O-])CC=2C=NC(=CC2)C